methyl 7-[4-(prop-2-enamido)pyridin-2-yl]quinazoline-2-carboxylate C(C=C)(=O)NC1=CC(=NC=C1)C1=CC=C2C=NC(=NC2=C1)C(=O)OC